NOP(=O)(O)C(C(=O)O)CC L-2-aminophosphonobutyric acid